[N+](=O)([O-])C1=C(C=CC=C1)C1=C2C=CN=CC2=C2C(=C1)C1=C(S2)C=CC=C1 5-(2-nitrophenyl)benzo[4,5]thieno[3,2-h]isoquinoline